4-iodo-N-(1-methyl-1H-pyrazol-5-yl)-5-(trifluoromethyl)pyridin-2-amine IC1=CC(=NC=C1C(F)(F)F)NC1=CC=NN1C